N[C@@H](CCSC[C@@H](C(=O)O)N)C(=O)O L-cystathionine